N1C(=NC2=C1C=CC=C2)C=2C(=NON2)N 4-(1H-benzo[d]imidazol-2-yl)-1,2,5-oxadiazol-3-amine